5,5',5''-(4-(dibenzo[b,d]thiophen-4-yl)-5-(3,6-diphenyl-9H-carbazol-9-yl)pyridine-2,3,6-triyl)tris(5H-pyrido[4,3-b]indole) C1=CC=C(C=2SC3=C(C21)C=CC=C3)C3=C(C(=NC(=C3N3C2=CC=C(C=C2C=2C=C(C=CC32)C3=CC=CC=C3)C3=CC=CC=C3)N3C2=C(C=1C=CC=CC31)C=NC=C2)N2C3=C(C=1C=CC=CC21)C=NC=C3)N3C2=C(C=1C=CC=CC31)C=NC=C2